bis(2,6-dimethoxy-benzoyl)-(2,4,4-trimethylpentyl)-phosphine oxide COC1=C(C(=O)P(CC(CC(C)(C)C)C)(C(C2=C(C=CC=C2OC)OC)=O)=O)C(=CC=C1)OC